[1-(trifluoromethyl)cyclopropyl]ammonium chloride [Cl-].FC(C1(CC1)[NH3+])(F)F